(R)-1-(7-chloro-8-fluoro-2-(((S)-1-methylpyrrolidin-2-yl)methoxy)pyrido[4,3-d]pyrimidin-4-yl)azepan-3-ol ClC1=C(C=2N=C(N=C(C2C=N1)N1C[C@@H](CCCC1)O)OC[C@H]1N(CCC1)C)F